(R)-(3,5-dibromo-4-hydroxyphenyl)(5-methyl-5,6-dihydropyrazolo[4,3-b][1,4]oxazin-7(1H)-yl)methanone BrC=1C=C(C=C(C1O)Br)C(=O)N1C2=C(O[C@@H](C1)C)C=NN2